C1=CCCC12C=CCC2 Spiro[4.4]-1,6-Nonadiene